4-(1-cyclopropyl-1H-indol-3-yl)-N-phenyl-pyrimidine-2-amine C1(CC1)N1C=C(C2=CC=CC=C12)C1=NC(=NC=C1)NC1=CC=CC=C1